ClC(=O)OC1=C(C(=CC=C1)OC(F)(F)F)F 2-fluoro-3-(trifluoromethoxy)Phenyl chloroformate